BrC=1C=C(C=C(C1)Br)NC(NC1=C(C(=O)NC)C=CC(=C1)OC(F)(F)F)=O 2-[3-(3,5-dibromophenyl)ureido]-4-trifluoromethoxy-N-methylbenzamide